3-cyclopropyl-N-((S)-(4,4-difluorocyclohexyl)(2-(((5R)-2-oxo-5-(trifluoromethyl)piperidin-3-yl)methyl)imidazo[1,2-b][1,2,4]triazin-6-yl)methyl)isoxazole-4-carboxamide C1(CC1)C1=NOC=C1C(=O)N[C@H](C=1N=C2N(N=C(C=N2)CC2C(NC[C@@H](C2)C(F)(F)F)=O)C1)C1CCC(CC1)(F)F